BrC1=CC=C2CC3(CCNCC3)[C@@H](C2=C1)N[S@](=O)C(C)(C)C (S)-6-bromo-1-(((R)-tert-butylsulfinyl)amino)-1,3-dihydrospiro[indene-2,4'-piperidine]